ClC=1C=C(C=CC1C(=O)N1CCN(CC1)C(=O)[C@@H]1[C@@H](CNCC1)O)NC(=O)C=1N(C(=CN1)C1=C(C(=C(C=C1)OC)F)F)C N-[3-chloro-4-[4-[(3S,4S)-3-hydroxypiperidine-4-carbonyl]piperazine-1-carbonyl]phenyl]-5-(2,3-difluoro-4-methoxy-phenyl)-1-methyl-imidazole-2-carboxamide